methyl 3-[2-[4-(trifluoromethyl)phenyl]ethyl]-1,2-oxazole-5-carboxylate FC(C1=CC=C(C=C1)CCC1=NOC(=C1)C(=O)OC)(F)F